[B].[Pd].[Fe] iron-palladium-boron